oxazine sulfate S(=O)(=O)(O)O.O1NC=CC=C1